CN1C(CC(CC1(C)C)OC(=O)CC(C(CC(=O)OC1CC(N(C(C1)(C)C)C)(C)C)C(=O)OC1CC(N(C(C1)(C)C)C)(C)C)C(=O)OC1CC(N(C(C1)(C)C)C)(C)C)(C)C Butane-1,2,3,4-tetracarboxylic acid tetrakis(1,2,2,6,6-pentamethyl-4-piperidyl) ester